2,2,2-tris((5-methyl-1,3,4-thiadiazol-2-yl)thio)ethanol CC1=NN=C(S1)SC(CO)(SC=1SC(=NN1)C)SC=1SC(=NN1)C